C1(=CC=C(C=C1)CCCO)CCCO 3,3'-(1,4-phenylene)bis(propan-1-ol)